OC1=C(C=C(C=C1C(F)(F)F)C(F)(F)F)N1C(NCC1)=O 1-(2-hydroxy-3,5-bis(trifluoromethyl)phenyl)imidazolidine-2-one